3-(difluoromethyl)-5-((1-((2,4-dimethyl-6-oxo-1,6-dihydropyrimidin-5-yl)methyl)-6-oxo-4-(1,1,2,2-tetra-fluoroethyl)-1,6-dihydropyrimidin-5-yl)oxy)benzonitrile FC(C=1C=C(C#N)C=C(C1)OC1=C(N=CN(C1=O)CC1=C(N=C(NC1=O)C)C)C(C(F)F)(F)F)F